N=NC=NN formazan